2-bromo-4-chloro-1-methoxybenzene BrC1=C(C=CC(=C1)Cl)OC